2'-chloro-N-[5-(1-ethyl-1H-pyrazole-3-carbonyl)-4H,5H,6H-pyrrolo[3,4-d][1,3]thiazol-2-yl]-5'-methoxy-6-methyl-[4,4'-bipyridine]-3-carboxamide ClC1=NC=C(C(=C1)C1=C(C=NC(=C1)C)C(=O)NC=1SC2=C(N1)CN(C2)C(=O)C2=NN(C=C2)CC)OC